2,2-difluoro-1-(2-(2-(((3R,4S)-3-methyl-1-((1-methyl-1H-pyrazol-4-yl)sulfonyl)piperidin-4-yl)amino)-5-(trifluoromethyl)pyrimidin-4-yl)thiazol-5-yl)ethan-1-ol FC(C(O)C1=CN=C(S1)C1=NC(=NC=C1C(F)(F)F)N[C@@H]1[C@@H](CN(CC1)S(=O)(=O)C=1C=NN(C1)C)C)F